2-(3-methylphenyl)-5-pyrimidinol CC=1C=C(C=CC1)C1=NC=C(C=N1)O